C(C)(C)(C)OC(=O)N[C@@H](C(=O)OC)CCC(CP(=O)(OC)OC)=O methyl (R)-2-((tert-butoxycarbonyl)amino)-6-(dimethoxyphosphoryl)-5-oxohexanoate